[Br-].C(CCC)[PH2+]CCCCCCCCCCCC Butyldodecylphosphonium bromide